4-isopropyl-5-(1-methyl-1H-pyrrolo[2,3-b]pyridin-3-yl)-N-(piperidin-4-yl)-1H-pyrazole-3-carboxamide C(C)(C)C=1C(=NNC1C1=CN(C2=NC=CC=C21)C)C(=O)NC2CCNCC2